(3S)-3-({8-carbamoyl-6-[3-(methoxymethyl)-1H-1,2,4-triazol-5-yl]pyrido[3,2-d]pyrimidin-4-yl}amino)piperidine-1-carboxylic acid tert-butyl ester C(C)(C)(C)OC(=O)N1C[C@H](CCC1)NC=1C2=C(N=CN1)C(=CC(=N2)C2=NC(=NN2)COC)C(N)=O